diisocyanato-1,1'-biphenyl N(=C=O)C1=CC=C(C=C1)C1=CC=C(C=C1)N=C=O